Methansulfonic acid chloride CS(=O)(=O)Cl